9-([1,1'-biphenyl]-4-yl)-10-phenylanthracene C1(=CC=C(C=C1)C=1C2=CC=CC=C2C(=C2C=CC=CC12)C1=CC=CC=C1)C1=CC=CC=C1